7-oxabicyclo[2.2.1]hept-5-ene-2,3-dicarboxylic acid C12C(C(C(C=C1)O2)C(=O)O)C(=O)O